4-(2-methoxyphenyl)-3-((3-((E)-4-(piperidin-1-ylmethyl)styryl)-1H-indazol-6-yl)methylene)pyrrolidin-2-one trifluoroacetate FC(C(=O)O)(F)F.COC1=C(C=CC=C1)C1C(C(NC1)=O)=CC1=CC=C2C(=NNC2=C1)\C=C\C1=CC=C(C=C1)CN1CCCCC1